BrC=1C(=CC(=C(OCC(=O)O)C1)OC)C=O (5-BROMO-4-FORMYL-2-METHOXYPHENOXY)ACETIC ACID